4-[(2-methoxyethoxy)methyl]benzaldehyde COCCOCC1=CC=C(C=O)C=C1